C1(CC1)COC1CCN(CC1)C(=O)OC(C)(C)C tert-Butyl 4-(cyclopropylmethoxy)piperidine-1-carboxylate